C(C(C)=C)S(=O)(=O)[O-].[Na+] sodium methallyl-sulphonate